CC(=CCO)CCCC(CCCC(CCCC(C)C)C)C 3,7,11,15-tetramethylhexadecan-2-en-1-ol